5-(3-thienoyl)amino-3-(1-isopropyl-1,2,3,6-tetrahydropyridin-4-yl)-1H-indole S1C=C(C=C1)C(=O)NC=1C=C2C(=CNC2=CC1)C=1CCN(CC1)C(C)C